FC=1C(=NN(C1NC(C1=CC=C(C=C1)C(F)(F)F)=O)C)C(F)(F)F N-(4-fluoro-1-methyl-3-(trifluoromethyl)-1H-pyrazol-5-yl)-4-(trifluoromethyl)benzamide